CCCCC/C=C\\[C@@H](/C=C\\CCCCCCCC(=O)O)OO The molecule is the 11-hydroperoxy derivative of linoleic acid having (S)-configuration. It derives from a linoleic acid. It is a conjugate acid of an (11S)-11-hydroperoxylinoleate. It is an enantiomer of an (11R)-11-hydroperoxylinoleic acid.